COC(=O)C1CCN(CC1)C1=NC=CC(=C1)C1=C(C=CC(=C1)OCC(C)(C)O)F [4-[2-fluoro-5-(2-hydroxy-2-methyl-propoxy)phenyl]-2-pyridyl]piperidine-4-carboxylic acid methyl ester